NC=1C2=C(N=CN1)N(C=C2C2=CC=C(C=1N2C=C(N1)C)NC(=O)NC1=CC(=C(C=C1)CN1CCN(CC1)C)C(F)(F)F)C1CC1 1-(5-(4-AMINO-7-CYCLOPROPYL-7H-PYRROLO[2,3-D]PYRIMIDIN-5-YL)-2-METHYLIMIDAZO[1,2-A]PYRIDIN-8-YL)-3-(4-((4-METHYLPIPERAZIN-1-YL)METHYL)-3-(TRIFLUOROMETHYL)PHENYL)UREA